C(=S)SN1CCCC1.[Cu] Copper pyrrolidinyl dithioformate